C(OC1OCC(OC1)CO[Si](C)(C)C(C)(C)C)(=S)SC O-(5-(((tert-butyldimethylsilyl)oxy)methyl)-1,4-dioxan-2-yl) S-methyl carbonodithioate